(5s,8s)-N-((3,5-dichloropyridin-2-yl)methyl)-5-fluoro-8-hydroxy-5,6,7,8-tetrahydroquinoline-5-carboxamide ClC=1C(=NC=C(C1)Cl)CNC(=O)[C@]1(C=2C=CC=NC2[C@H](CC1)O)F